4-((3-(1-(2-methoxyethyl)-1H-pyrazol-4-yl)-1-(2,2,2-trifluoroethyl)piperidin-4-yl)methyl)-5,7-dimethyl-1H-indole COCCN1N=CC(=C1)C1CN(CCC1CC1=C2C=CNC2=C(C=C1C)C)CC(F)(F)F